N-(7'-cyano-1-isopropylspiro[azetidine-3,4'-chromeno[4,3-d]thiazol]-2'-yl)-4,6-dimethoxypyrimidine-5-carboxamide C(#N)C=1C=CC2=C(C1)OC1(C3=C2N=C(S3)NC(=O)C=3C(=NC=NC3OC)OC)CN(C1)C(C)C